6-fluoro-3,4-dihydro-1,8-naphthyridin-2(1H)-one FC=1C=C2CCC(NC2=NC1)=O